dimethyldiethoxy-silane C[Si](OCC)(OCC)C